4-(5-(1-(but-2-ynyl)pyrrolidin-2-yl)pyrrolo[1,2-c]pyrimidin-7-yl)-N-(4-cyanopyridin-2-yl)-3-fluorobenzamide C(C#CC)N1C(CCC1)C=1C=C(N2C=NC=CC21)C2=C(C=C(C(=O)NC1=NC=CC(=C1)C#N)C=C2)F